O[C@@H](C(=O)N1CC2(CC2)C[C@H]1C(=O)N[C@@H](C[C@H]1C(NCCC1)=O)C(COC1=C(C(=C(C(=C1F)F)F)F)F)=O)CC(C)C (S)-5-((R)-2-hydroxy-4-methylpentanoyl)-N-((S)-3-oxo-1-((S)-2-oxopiperidin-3-yl)-4-(perfluorophenoxy)butan-2-yl)-5-azaspiro[2.4]heptane-6-carboxamide